ClC=1C=2N(C3=CC=C(C=C3N1)C(=O)OC)CCN2 methyl 4-chloro-1,2-dihydroimidazo[1,2-a]quinoxaline-7-carboxylate